2,4-dichloro-3-methyl-1,8-naphthyridine ClC1=NC2=NC=CC=C2C(=C1C)Cl